2-ethyltetrahydropyran C(C)C1OCCCC1